FC1=C(C(=CC(=C1)F)OCCOC)C=1C2=C(C(=NC1C1=NN3C([C@H](N(CC3)C(=O)OC(C)(C)C)C)=C1)O)CCC2 tert-butyl (4R)-2-(4-(2,4-difluoro-6-(2-methoxyethoxy) phenyl)-1-hydroxy-6,7-dihydro-5H-cyclopenta[c]pyridin-3-yl)-4-methyl-6,7-dihydropyrazolo[1,5-a]pyrazine-5(4H)-carboxylate